N1(CCC1)C1=NN(N=C1)CC(=O)O 2-(4-(azetidin-1-yl)-2H-1,2,3-triazol-2-yl)acetic acid